[(2S,3S,4R,5R)-5-[4-(3,3a,4,5,6,6a-hexahydro-1H-cyclopenta[c]pyrrol-2-yl)-2-chloro-pyrrolo[2,3-d]pyrimidin-7-yl]-3,4-dihydroxy-tetrahydrofuran-2-yl]methylsulfonylmethylphosphonic acid C1N(CC2C1CCC2)C=2C1=C(N=C(N2)Cl)N(C=C1)[C@H]1[C@@H]([C@@H]([C@H](O1)CS(=O)(=O)CP(O)(O)=O)O)O